4-(4-([1,2,4]triazolo[4,3-a]pyridin-8-yl)phenyl)-N-(2-ethynylthiazol-4-yl)piperazine-1-carboxamide N=1N=CN2C1C(=CC=C2)C2=CC=C(C=C2)N2CCN(CC2)C(=O)NC=2N=C(SC2)C#C